COC1=C(C=CC=C1)C1=CC=2C(=CN=C(C2)N=C(C2=CC=CC=C2)C2=CC=CC=C2)N1C N-[2-(2-methoxyphenyl)-1-methylpyrrolo[2,3-c]pyridin-5-yl]-1,1-diphenylmethanimine